N-isopropyl-2H-1,2,4-triazole C(C)(C)N1NCN=C1